C(C1(C=2C=CC3=C(C2C2=NC4=CC=CC=C4C=C21)C=CC=C3)CCC(=O)[O-])C3(C=2C=CC1=C(C2C2=NC4=CC=CC=C4C=C23)C=CC=C1)CCC(=O)[O-] 3,3'-[methylenebis(7H-benz[6,7]indeno[1,2-b]quinoline-7,7-diyl)]dipropionate